N-((1S)-2-(6-fluoro-2,3-di-methylphenyl)-1-(5-oxo-4,5-dihydro-1,3,4-oxadiazol-2-yl)propyl)-4-(2-oxopyrrolidin-1-yl)piperidine-1-sulfonamide FC1=CC=C(C(=C1C([C@@H](C=1OC(NN1)=O)NS(=O)(=O)N1CCC(CC1)N1C(CCC1)=O)C)C)C